PhosphoTyrosine barium [Ba].P(=O)(O)(O)OC1=CC=C(C[C@H](N)C(=O)O)C=C1